9,4a-(epoxymethano)phenanthren-12-one C=1C=CCC23C4=CC=CC=C4C(=CC12)OC3=O